3,3-difluoro-1-(4-nitro-2-(trifluoromethyl)benzyl)azetidine FC1(CN(C1)CC1=C(C=C(C=C1)[N+](=O)[O-])C(F)(F)F)F